tri-n-butyl(1-propenyl)tin CCCC[Sn](CCCC)(CCCC)/C=C/C